C1(=CC=C(C=C1)C1(CC1)N)C1=CC=CC=C1 1-([1,1'-biphenyl]-4-yl)cyclopropanamine